ClC=1C=C2C(=CNC2=CC1)CCOC=1SC=2N=C(N=CC2N1)C=1C=NN(C1)C (2-(5-chloro-1H-indol-3-yl)ethoxy)-5-(1-methyl-1H-pyrazol-4-yl)thiazolo[5,4-d]pyrimidine